C(C=C)[C@@]1(C(NCCC1)=O)C(=O)OCC Ethyl (S)-3-allyl-2-oxopiperidine-3-carboxylate